C1(=CC=CC=C1)P(C1=C(C=CC=C1)C=1C(=CC=CC1)N(C)C)C1=CC=CC=C1 2'-(diphenylphosphino)-N,N-dimethyl-(1,1'-biphenyl)-2-amine